NC1=C(C(=NC(=N1)N1CCC(CC1)(CO)N)C(=O)N)C1=C(C(=CC=C1)Cl)Cl 6-amino-2-[4-amino-4-(hydroxymethyl)piperidin-1-yl]-5-(2,3-dichlorophenyl)-pyrimidine-4-carboxamide